CC=1C=C2C(C=C(OC2=C(C1)C(C)NC1=C(C(=O)O)C=CC=C1)C=1C=CC=2N(C1)C=C(N2)C)=O 2-[1-[6-Methyl-2-(2-methylimidazo[1,2-a]pyridin-6-yl)-4-oxo-chromen-8-yl]ethylamino]benzoic acid